6-bromo-3-methyl-1-(tetrahydro-2H-pyran-2-yl)-1H-indazole BrC1=CC=C2C(=NN(C2=C1)C1OCCCC1)C